3-(5-(azetidin-3-yl)-1-oxoisoindolin-2-yl)piperidine-2,6-dione 2,2,2-trifluoroacetate FC(C(=O)O)(F)F.N1CC(C1)C=1C=C2CN(C(C2=CC1)=O)C1C(NC(CC1)=O)=O